sodium trifluoroborate salt B(F)(F)F.[Na]